3-(Difluoromethyl)-1-methyl-N-[(3R)-1,1,3-trimethyl-2,3-dihydro-1H-inden-4-yl]-1H-pyrazol-4-carboxamid FC(C1=NN(C=C1C(=O)NC1=C2[C@@H](CC(C2=CC=C1)(C)C)C)C)F